C(C)(C)(C)C=1C=C(C=C(C1)I)C1C2CNCC12 6-(3-(tert-butyl)-5-iodophenyl)-3-azabicyclo[3.1.0]hexane